Cl.Cl.BrC=1C(=C2C(=NC1)N(C=N2)CCC[C@H]2NCCC[C@@H]2O)C (2R,3S)-2-(3-(6-bromo-7-methyl-3H-imidazo[4,5-b]pyridin-3-yl)propyl)piperidin-3-ol dihydrochloride